FC(C1=CC=C(C=N1)C=1NC(C2=C(N1)NN=C2)=O)(F)F 6-(6-(trifluoromethyl)pyridin-3-yl)-1H-pyrazolo[3,4-d]pyrimidin-4(5H)-one